perfluoro-butyl-potassium FC(C(C(C(F)(F)F)(F)F)(F)F)([K])F